6-(acrylamidomethyl)-N-((2-fluorophenyl)sulfonyl)benzofuran-2-carboxamide C(C=C)(=O)NCC1=CC2=C(C=C(O2)C(=O)NS(=O)(=O)C2=C(C=CC=C2)F)C=C1